7-isopropoxythieno[3,2-b]pyridine-2-carboxylic acid C(C)(C)OC1=C2C(=NC=C1)C=C(S2)C(=O)O